3-[[5-(4-chloro-3-fluoro-phenyl)-6-tetrahydropyran-4-yl-1H-pyrazolo[4,3-g]isoquinolin-8-yl]oxy]cyclobutanecarboxylic acid ClC1=C(C=C(C=C1)C1=C(N=C(C2=CC3=C(C=C12)C=NN3)OC3CC(C3)C(=O)O)C3CCOCC3)F